CC(C=O)(CC(CCCCCCCCCCC)=O)C 2,2-dimethyl-3-lauroyl-propanal